tert-butyl 5-((tetrahydrofuran-3-yl) amino)-3,4-dihydroisoquinoline-2(1H)-carboxylate O1CC(CC1)NC1=C2CCN(CC2=CC=C1)C(=O)OC(C)(C)C